C(C(CCl)O)F 1-chloro-3-fluoroisopropanol